ClC=1C=CC2=C(C1)C=1C(=CN(C(C1)=O)C(C(=O)OC(C)(C)C)CCOC1CC1)CO[C@@H](C2)C Tert-Butyl 2-[(7R)-11-chloro-7-methyl-2-oxo-7,8-dihydro-2H-[3]benzoxocino[5,6-c]pyridin-3(5H)-yl]-4-(cyclopropyloxy)butanoate